4-(2-Methoxy-5-(2-((S)-2-methylazetidin-1-yl)-6,7-dihydro-5H-cyclopenta[d]pyrimidin-4-yl)phenylsulfonimidoyl)-3-methylbenzonitrile COC1=C(C=C(C=C1)C=1C2=C(N=C(N1)N1[C@H](CC1)C)CCC2)S(=O)(=N)C2=C(C=C(C#N)C=C2)C